O1C(=CC=C1)C1=NC(=NC=C1C=1C=C2C(=NC=NC2=C(C1)OC)C)N 4-(furan-2-yl)-5-(8-methoxy-4-methylquinazolin-6-yl)pyrimidin-2-amine